OC1=C(C(=O)N2CC3=CC=CC(=C3C2)NC(\C=C\CN(C)C)=O)C=C(C(=C1)O)C(C)C (E)-N-(2-(2,4-Dihydroxy-5-isopropylbenzoyl)isoindolin-4-yl)-4-(dimethylamino)but-2-enamide